O=C1[C@H]2[C@@H]3CC[C@H]([C@@H](CCCC(C)C)C)[C@]3(CC[C@@H]2[C@]2(CC[C@@H](CC2=C1)O)C)C anti-7-ketocholesterol